FC=1C=C(C=NC1)C1=CC=C(C=C1)CN(C1=CC(=NC=2N1N=C(C2C=2C(=CC(=NC2)N(C)C)C)C)C)C 5-[7-({[4-(5-fluoropyridin-3-yl)phenyl]methyl}(methyl)amino)-2,5-dimethylpyrazolo[1,5-a]pyrimidin-3-yl]-N,N,4-trimethylpyridin-2-amine